4-(2-methoxypropan-2-yl)benzene-1-sulfinic acid COC(C)(C)C1=CC=C(C=C1)S(=O)O